4-((2-amino-4-fluorophenyl)amino)tetrahydro-2H-thiopyran 1,1-dioxide NC1=C(C=CC(=C1)F)NC1CCS(CC1)(=O)=O